C(C1=CC=CC=C1)(=O)NC(CC(C)C1N(CCC1)C(=O)OCC1=CC=CC=C1)=O (±)-Benzyl 2-(4-benzamido-4-oxobutan-2-yl)pyrrolidine-1-carboxylate